CN(C1CCN(CC1)C1=CC(=C2C(=NC=NC2=C1)NC=1C(=C2C=CC=NC2=CC1)F)O[C@H](C)C1COC1)C (R)-7-(4-(dimethylamino)piperidin-1-yl)-N-(5-fluoroquinolin-6-yl)-5-(1-(oxetan-3-yl)ethoxy)quinazolin-4-amine